prop-2-en-1-yl (2S,3S,4S,5R,6S)-6-[4-({[chloromethyl(methyl)carbamoyl]oxy}methyl)-2-nitrophenoxy]-3,4,5-tris({[(prop-2-en-1-yloxy)carbonyl]oxy})oxane-2-carboxylate ClCN(C(=O)OCC1=CC(=C(O[C@H]2[C@@H]([C@H]([C@@H]([C@H](O2)C(=O)OCC=C)OC(=O)OCC=C)OC(=O)OCC=C)OC(=O)OCC=C)C=C1)[N+](=O)[O-])C